ClC=1C=C(C=CC1)C(=O)N1CCCC2=CC(=CC=C12)[C@H](C(=O)NC1=CC=C(C=C1)F)C (2R)-2-[1-(3-chlorobenzene-1-carbonyl)-1,2,3,4-tetrahydroquinolin-6-yl]-N-(4-fluorophenyl)propanamide